The molecule is a diterpene derived from pimarane by dehydrogenation across the C(8)-C(14) and C(15)-C(16) bonds It has a role as a metabolite. It derives from a hydride of an isopimarane. C[C@@]1(CC[C@H]2C(=C1)CC[C@@H]3[C@@]2(CCCC3(C)C)C)C=C